bis[(beta-(3,5-di-tert-butyl-4-hydroxybenzyl)-methylcarboxyethyl)] sulfide C(C)(C)(C)C=1C=C(CC(CSCC(CC2=CC(=C(C(=C2)C(C)(C)C)O)C(C)(C)C)(C(=O)O)C)(C(=O)O)C)C=C(C1O)C(C)(C)C